BrC=1C=C2C(=NN(C(C2=CC1)=O)CC(=O)NC1=NC=NC=C1)CC 2-(6-bromo-4-ethyl-1-oxo-phthalazin-2-yl)-N-pyrimidin-4-yl-acetamide